C(C)[C@]1(C(OCC=2C(N3CC=4C(=NC=5C=C(C(=CC5C4CNC(=O)NC)OC)F)C3=CC21)=O)=O)O (S)-1-((4-ethyl-8-fluoro-4-hydroxy-9-methoxy-3,14-dioxo-3,4,12,14-tetrahydro-1H-pyrano[3',4':6,7]indolizino[1,2-b]quinolin-11-yl)methyl)-3-methylurea